pentane-2,3-diyl bis(diethylcarbamate) C(C)N(C(OC(C)C(CC)OC(N(CC)CC)=O)=O)CC